(6S)-6-{2-Chloro-3-[(2-methyl-indazol-4-yl)amino]phenyl}-2-imino-6-methyl-3-(tetrahydro-pyran-4-yl)hexahydropyrimidin-4-one ClC1=C(C=CC=C1NC=1C2=CN(N=C2C=CC1)C)[C@@]1(CC(N(C(N1)=N)C1CCOCC1)=O)C